FC1=CC=2N(C=C1)C(=CN2)C(=O)NC2=C(C(=CC(=C2)C2=NOC(=N2)[C@@H]2[C@H](C2)F)F)C 7-fluoro-N-(3-fluoro-5-(5-((1r,2s)-2-fluorocyclopropyl)-1,2,4-oxadiazol-3-yl)-2-methylphenyl)imidazo[1,2-a]pyridine-3-carboxamide